4-amino-8-(3-fluoro-6-methoxypyridin-2-yl)-2-oxo-N-propyl-1,2-dihydroquinoline-3-carboxamide NC1=C(C(NC2=C(C=CC=C12)C1=NC(=CC=C1F)OC)=O)C(=O)NCCC